ClC=1C(N(C(=CC1OCC1=CC(=C(C=C1)F)F)C)C1=CC(=NC=C1C)N1C(C(=CC=C1)C(C)(C)O)=O)=O 3''-chloro-4''-((3,4-difluorobenzyl)oxy)-3-(2-hydroxypropan-2-yl)-5',6''-dimethyl-2H,2''H-[1,2':4',1''-terpyridine]-2,2''-dione